NC1=CC(=C2N3CCC[C@H]3CCCCC=3C=CC=C(C3C3=NN=C(C1=N2)O3)O)C(F)(F)F (16R)-24-amino-22-(trifluoromethyl)-26-oxa-3,4,20,25-tetraazapentacyclo[19.3.1.12,5.06,11.016,20]hexacosa-1(25),2,4,6(11),7,9,21,23-octaen-7-ol